3-{[3-(5-methyl-1,2,4-oxadiazol-3-yl)phenyl]formylamino}propanoic acid CC1=NC(=NO1)C=1C=C(C=CC1)C(=O)NCCC(=O)O